titanium lithium magnesium phosphate P(=O)([O-])([O-])[O-].[Mg+2].[Li+].[Ti+4]